CSC(C(=O)N1C(CCCC1)C=1NC(=CN1)C1=CC=CC=C1)C 2-(methylsulfanyl)-1-(2-(5-phenylimidazol-2-yl)piperidin-1-yl)propan-1-one